BrC=1C(C2=C(SC=C2)C(C1)=O)=O 5-bromobenzo[b]thiophene-4,7-dione